CC1=NC=C2N1C3=C(C=C(C=C3)Cl)C(=NC2)C4=CC=CC=C4F.Cl The molecule is the hydrochloride salt of midazolam. It has a role as an anticonvulsant, an antineoplastic agent, an anxiolytic drug, an apoptosis inducer, a central nervous system depressant, a GABAA receptor agonist, a general anaesthetic, a muscle relaxant and a sedative. It is an imidazobenzodiazepine and a hydrochloride. It contains a midazolam.